C1(CCCCC1)C1(NC=C(C=C1C1=NC(=NO1)C)N(C(C)C)C(C)C)N 2-cyclohexyl-N5,N5-diisopropyl-3-(3-methyl-1,2,4-oxadiazol-5-yl)pyridine-2,5-diamine